ClC=1C=CC(=NC1)C=1C(=NC=CN1)C(C)N 1-[3-(5-chloro-2-pyridinyl)pyrazin-2-yl]ethanamine